C(C1=CC=CC=C1)OC1=C(C(=C(C=C1)C(C)=O)O)I 1-(4-(benzyloxy)-2-hydroxy-3-iodophenyl)ethanone